C1(CC1)C=1C=C(C(=NC1)N1CCN(CC1)C(=O)C1=CC=C(C=C1)C1(C(NC(N1)=O)=O)C1=CC=CC=C1)C 5-{4-[4-(5-cyclopropyl-3-methylpyridin-2-yl)piperazine-1-carbonyl]phenyl}-5-phenylimidazolidine-2,4-dione